5-fluoro-7H-pyrrolo[2,3-d]Pyrimidin-4-yl-benzamide FC1=CNC=2N=CN=C(C21)C2=C(C(=O)N)C=CC=C2